2-(4'-Fluoro-2'-(4-methyl-4H-1,2,4-triazol-3-yl)-[1,1'-biphenyl]-3-yl)-7-methoxybenzo[d]oxazole-5-carbaldehyde FC1=CC(=C(C=C1)C1=CC(=CC=C1)C=1OC2=C(N1)C=C(C=C2OC)C=O)C2=NN=CN2C